(5-amino-2-bromo-3-(trifluoromethyl)phenyl)methanol NC=1C=C(C(=C(C1)CO)Br)C(F)(F)F